FC(C(OC)C1=CC=C(C=C1)C1=CSC=C1)(OC)F 3-(4-(2,2-difluoro-1,2-dimethoxyethyl)phenyl)thiophene